2-Fluoro-4-(4,4,5,5-tetramethyl-1,3,2-dioxaborolan-2-yl)phenyl-3-fluoropyrrolidine-1-carboxylate FC1=C(C=CC(=C1)B1OC(C(O1)(C)C)(C)C)OC(=O)N1CC(CC1)F